COC(C1=C(N=C(C=C1)OC)C(=C)C)=O 6-methoxy-2-(prop-1-en-2-yl)nicotinic acid methyl ester